(R)-N-(1-(3-amino-5-(trifluoromethyl)phenyl)ethyl)-2,7-dimethyl-6-(1,2,3,6-tetrahydropyridin-4-yl)pyrido[2,3-d]pyrimidin-4-amine NC=1C=C(C=C(C1)C(F)(F)F)[C@@H](C)NC=1C2=C(N=C(N1)C)N=C(C(=C2)C=2CCNCC2)C